4,5,6,7-tetrafluoro-1H-indene-1,3(2H)-dione FC1=C2C(CC(C2=C(C(=C1F)F)F)=O)=O